(R)-1-(7-chloro-4-((1-(2-fluoro-3-(trifluoromethyl)phenyl)ethyl)amino)pyrido[2,3-d]pyrimidin-6-yl)cyclopropane-1-carbonitrile ClC=1C(=CC2=C(N=CN=C2N[C@H](C)C2=C(C(=CC=C2)C(F)(F)F)F)N1)C1(CC1)C#N